BrCCOC1=CC2=C(N(C=N2)C2CC(C2)(O)C)C(=C1)C(F)(F)F (cis)-3-(5-(2-bromoethoxy)-7-(trifluoromethyl)-1H-benzo[d]imidazol-1-yl)-1-methylcyclobutan-1-ol